FC(C=1N=C(OC1C(=O)N1[C@@H](C2=C(CC1)NC=N2)C=2OC1=C(N2)C=C(C=C1)F)C1=NC=C(C=C1)F)F (S)-(4-(difluoromethyl)-2-(5-fluoropyridin-2-yl)oxazol-5-yl)(4-(5-fluorobenzo[d]oxazol-2-yl)-6,7-dihydro-1H-imidazo[4,5-c]pyridin-5(4H)-yl)methanone